FC1=CC2=C(C=3C=NN(C3C=C2S1)COCC[Si](C)(C)C)O 6-fluoro-1-((2-(trimethylsilyl)ethoxy)methyl)-1H-thieno[3,2-f]indazol-4-ol